N1(CCCCC1)C(=O)CN1C(CNCC1)=O 1-(Piperidinylcarbonylmethyl)-2-oxopiperazine